N2-(tert-butoxycarbonyl)-N5,N5-bis(2-((tert-butoxycarbonyl)amino)ethyl)-L-glutamine C(C)(C)(C)OC(=O)N[C@@H](CCC(N(CCNC(=O)OC(C)(C)C)CCNC(=O)OC(C)(C)C)=O)C(=O)O